N-(1-(2-(1,1-Difluoroethyl)-6-ethylpyrimidin-4-yl)-3-(3-(dimethylamino)-3-methylpyrrolidin-1-yl)-1H-pyrazolo[4,3-c]pyridin-6-yl)acetamide FC(C)(F)C1=NC(=CC(=N1)N1N=C(C=2C=NC(=CC21)NC(C)=O)N2CC(CC2)(C)N(C)C)CC